C(C)C1=CC2=C(C(C=3NC4=CC(=CC=C4C3C2=O)C#C)(C)C)C=C1C1CCN(CC1)C 9-ethyl-3-ethynyl-6,6-dimethyl-8-(1-methylpiperidin-4-yl)-5,6-dihydro-11H-benzo[b]carbazol-11-one